1-[2-methyl-5-[2-oxo-2-[4-[1-(4-piperidylmethyl)-4-piperidyl]-1-piperidyl]ethoxy]phenyl]hexahydropyrimidine-2,4-dione CC1=C(C=C(C=C1)OCC(N1CCC(CC1)C1CCN(CC1)CC1CCNCC1)=O)N1C(NC(CC1)=O)=O